Ethyl 2-(6-(benzyloxy) pyridin-2-yl)-4-bromo-5-chloro-6-fluoro-3-methylene-2,3-dihydrobenzofuran-2-carboxylate C(C1=CC=CC=C1)OC1=CC=CC(=N1)C1(OC2=C(C1=C)C(=C(C(=C2)F)Cl)Br)C(=O)OCC